C(C=C)C1(C(CCCC1)=O)C=1C=C2N=CC=NC2=CC1 2-allyl-2-quinoxalin-6-yl-cyclohexanone